propandinitrile C(CC#N)#N